2-chloro-1-(2-methoxyethyl)-1H-indole-3-carboxaldehyde ClC=1N(C2=CC=CC=C2C1C=O)CCOC